methyl 6-chloro-4-(cyanomethyl)pyridine-3-carboxylate ClC1=CC(=C(C=N1)C(=O)OC)CC#N